FC=1C=C(N)C=C(C1)F 3,5-difluoroaniline